7-(5-chloro-4-methyl-2-pyrazol-1-ylphenyl)-N-[(2,4-dimethoxyphenyl)methyl]cinnolin-4-amine ClC=1C(=CC(=C(C1)C1=CC=C2C(=CN=NC2=C1)NCC1=C(C=C(C=C1)OC)OC)N1N=CC=C1)C